1-acetyl-4-(3-(cyclopropylmethoxy)-4-(difluoromethoxy)phenyl)-N-((5-fluoropyridin-2-yl)methyl)pyrrolidine-2-carboxamide C(C)(=O)N1C(CC(C1)C1=CC(=C(C=C1)OC(F)F)OCC1CC1)C(=O)NCC1=NC=C(C=C1)F